O=C1N(CCC(N1)=O)C1=CN=C2N1C=CC(=C2)N2CCN(CC2)CC2CC1(C2)CCN(CC1)C1=CC=C(N=N1)C(=O)N 6-(2-((4-(3-(2,4-dioxotetrahydropyrimidin-1(2H)-yl)imidazo[1,2-a]pyridin-7-yl)piperazin-1-yl)methyl)-7-azaspiro[3.5]non-7-yl)pyridazine-3-carboxamide